3-((4-(bis(t-butoxycarbonyl)amino)-1-(2-((t-butoxycarbonyl)oxy)-2-methylpropyl)-2-butyl-1H-imidazo[4,5-c]quinolin-7-yl)methyl)benzoic acid C(C)(C)(C)OC(=O)N(C1=NC=2C=C(C=CC2C2=C1N=C(N2CC(C)(C)OC(=O)OC(C)(C)C)CCCC)CC=2C=C(C(=O)O)C=CC2)C(=O)OC(C)(C)C